[N+](=O)([O-])C=1C=CC(=NC1)NC1CC(C1)O (1s,3s)-3-((5-nitropyridin-2-yl)amino)cyclobutan-1-ol